C(C)(C)NC(O[C@H]1C[C@H](CC1)C1=CC(=NN1)NC1=CC2=C(CS(C2)(=O)=O)C=C1)=O (1R,3S)-3-(3-((2,2-dioxido-1,3-dihydrobenzo[c]thiophen-5-yl)amino)-1H-pyrazol-5-yl)cyclopentyl isopropylcarbamate